Ammonium periodat I(=O)(=O)(=O)[O-].[NH4+]